(4aR,8aS)-6-(4-((4,4,5,5-tetramethyl-1,3,2-dioxaborolan-2-yl)methylene)piperidine-1-carbonyl)hexahydro-2H-pyrido[4,3-b][1,4]oxazin-3(4H)-one CC1(OB(OC1(C)C)C=C1CCN(CC1)C(=O)N1C[C@@H]2[C@@H](OCC(N2)=O)CC1)C